methyl-5-[3-[[3-(5-methyl-1,2,4-oxadiazol-3-yl)benzoyl]amino]propionylamino]pyrazole-3-carboxylic acid methyl ester COC(=O)C1=NNC(=C1C)NC(CCNC(C1=CC(=CC=C1)C1=NOC(=N1)C)=O)=O